1,1-Bis-(2-methyl-4-hydroxy-5-tert-butyl-phenyl)butan CC1=C(C=C(C(=C1)O)C(C)(C)C)C(CCC)C1=C(C=C(C(=C1)C(C)(C)C)O)C